((S)-6,8-dichloro-1-methyl-3,4-dihydroisoquinolin-2(1H)-yl)(5-azaspiro[2.4]heptan-1-yl)methanone ClC=1C=C2CCN([C@H](C2=C(C1)Cl)C)C(=O)C1CC12CNCC2